1-(5-tert-butyl-2H-pyrazol-3-yl)-3-[4-(5-isopropoxy-benzoimidazol-1-yl)-phenyl]-urea C(C)(C)(C)C=1C=C(NN1)NC(=O)NC1=CC=C(C=C1)N1C=NC2=C1C=CC(=C2)OC(C)C